6,7-dichloro-4-((2S,5R)-2,5-dimethylpiperazin-1-yl)-1-(2-isopropyl-4-(methylthio)pyridin-3-yl)pyrido[2,3-d]pyrimidin-2(1H)-one ClC1=CC2=C(N(C(N=C2N2[C@H](CN[C@@H](C2)C)C)=O)C=2C(=NC=CC2SC)C(C)C)N=C1Cl